2-(4-(methylsulfonyl)pyridineformyl)-2-azabicyclo[3.1.0]hexane-3-carboxamide CS(=O)(=O)C1=CC(=NC=C1)C(=O)N1C2CC2CC1C(=O)N